nickel(II) formate C(=O)[O-].[Ni+2].C(=O)[O-]